4-(2-(((allyloxy) carbonyl) amino) ethyl)-2-oxo-2H-chromen-7-yl trifluoromethanesulfonate FC(S(=O)(=O)OC1=CC=C2C(=CC(OC2=C1)=O)CCNC(=O)OCC=C)(F)F